C(C1=CC=CC=C1)OC=1C=C2CCC(=C(C2=CC1)C1=C(C=C(C=C1)N1CCC(CC1)C(OC)OC)F)Br 1-[4-(6-benzyloxy-2-bromo-3,4-dihydronaphthalen-1-yl)-3-fluoro-phenyl]-4-(dimethoxymethyl)piperidine